N[C@]1(CN(CC1)C1=C(CN2C3=NC=NC(=C3N=C2)N)C(=CC(=C1)Cl)Br)C1=NN=NN1 (R)-9-(2-(3-amino-3-(1H-tetrazol-5-yl)pyrrolidin-1-yl)-6-bromo-4-chlorobenzyl)-9H-purin-6-amine